C(C)(C)(C)OC(=O)N1CC(C1)C=1C=NC2=C(N=CC=C2C1)Cl 3-(8-chloro-1,7-naphthyridin-3-yl)azetidine-1-carboxylic acid tert-butyl ester